methyl 3-[methyl-[6-[3-(o-tolyl)prop-2-ynoyloxy]-2-pyridyl]amino]propanoate CN(CCC(=O)OC)C1=NC(=CC=C1)OC(C#CC1=C(C=CC=C1)C)=O